6-chloro-N-(3,4-difluorophenyl)-1H-pyrrolo[2,3-b]Pyridin-5-amine ClC1=C(C=C2C(=N1)NC=C2)NC2=CC(=C(C=C2)F)F